C(C)C=1OC2=C(C1)C(=C(C(=C2[2H])[2H])[2H])[2H] 2-ethylbenzofuran-4,5,6,7-d